trisodium glutamate diacetate C(CN([C@@H](CCC(=O)[O-])C(=O)[O-])CC(=O)O)(=O)[O-].[Na+].[Na+].[Na+]